C1(=C(C=CC=C1)COC1=C(C2=CC=CC=C2C=C1)C1=C(C=CC2=CC=CC=C12)OCCO)COC1=C(C2=CC=CC=C2C=C1)C1=C(C=CC2=CC=CC=C12)OCCO 2,2'-[1,2-Phenylenedi(methyleneoxy[1,1'-binaphthyl]-2',2-diyloxy)]di(ethan-1-ol)